tert-butyl N-(pyrrolidin-3-yl)-N-[(1s,3s)-3-fluorocyclobutyl]carbamate N1CC(CC1)N(C(OC(C)(C)C)=O)C1CC(C1)F